C(C)(C)(C)OC(CC[C@@H](C(=O)N)N1C(C2=CC=CC(=C2C1=O)NC1=C(C=C2CCC(N(C2=C1)C)=O)C=1C(=NN(C1)C)C)=O)=O (S)-5-amino-4-(4-((6-(1,3-dimethyl-1H-pyrazol-4-yl)-1-methyl-2-oxo-1,2,3,4-tetrahydroquinolin-7-yl)amino)-1,3-dioxoisoindolin-2-yl)-5-oxopentanoic acid tert-butyl ester